sodium pentahydroxyphenylpropionate OC1=C(C(=C(C(=C1C(C(=O)[O-])C)O)O)O)O.[Na+]